benzyl 2-[methyl(piperidin-4-yl)amino]acetate CN(CC(=O)OCC1=CC=CC=C1)C1CCNCC1